ClC=1C(=NC(=NC1)NC=1C=C2C=CN(C2=CC1)CCN(C)C)C1=CN(C2=CC=CC=C12)S(=O)(=O)CC N-(5-chloro-4-(1-(ethylsulfonyl)-1H-indol-3-yl)pyrimidin-2-yl)-1-(2-(dimethylamino)ethyl)-1H-indole-5-amine